2-(2-benzyloxyethyl)propane-1,3-diol C(C1=CC=CC=C1)OCCC(CO)CO